(S)-2-amino-3-(3,5-diiodo-4-hydroxyphenyl)propionic acid hydrobromide Br.N[C@H](C(=O)O)CC1=CC(=C(C(=C1)I)O)I